FC1=CC(=CC2=CN(N=C12)C1CCN(C2(CC2)C1)C)C=1C=C(C=2N(N1)C=C(N2)C)C 6-[7-fluoro-2-(4-methyl-4-azaspiro[2.5]oct-7-yl)indazol-5-yl]-2,8-dimethyl-imidazo[1,2-b]pyridazine